ClC=1C=C(C=CC1CC(=O)O)C1=CC=C(C=C1)OCC=1C(=NOC1C1CC1)C1=C(C=CC=C1Cl)Cl 2-(3-chloro-4'-((5-cyclopropyl-3-(2,6-dichlorophenyl)isoxazol-4-yl)methoxy)-[1,1'-biphenyl]-4-yl)acetic acid